C(C)CS(=O)(=O)OC1C(C1)(NC(=O)OC(C)(C)C)C=1C(=NC=C(C1)F)OCC1=CC=CC=C1 (2-(2-(benzyloxy)-5-fluoropyridin-3-yl)-2-((tert-butoxycarbonyl) amino)-cyclopropyl) ethylmethanesulfonate